O=C1C(=C2C(=NN1)[C@H](CC2)NCCC(=O)N2CCN(CC2)C2=NC=C(C#N)C=C2)C(F)(F)F (S)-6-(4-(3-((3-oxo-4-(trifluoromethyl)-3,5,6,7-tetrahydro-2H-cyclopenta[c]pyridazin-7-yl)amino)propanoyl)piperazin-1-yl)nicotinonitrile